7,8-dimethyltocotrienol CC1=C(C=C2CC[C@@](OC2=C1C)(C)CC/C=C(\C)/CC/C=C(\C)/CCC=C(C)C)O